OCC(C(=O)O)C1=CC=C(C=C1)C 3-hydroxy-2-(p-tolyl)propionic acid